butyl (4-(1-(4-(2,6-dioxopiperidin-3-yl)-2-fluorophenyl)pyrrolidin-3-yl)piperazin-1-yl)carbamate O=C1NC(CCC1C1=CC(=C(C=C1)N1CC(CC1)N1CCN(CC1)NC(OCCCC)=O)F)=O